NC1=C2N=CN(C2=NC(=N1)NN)[C@@H]1O[C@@H]([C@H]([C@H]1O)O)CO (2R,3R,4S,5R)-2-(6-amino-2-hydrazino-9H-purin-9-yl)-5-(hydroxymethyl)tetrahydrofuran-3,4-diol